(E)-N-fluorenylmethoxycarbonyl-L-leucine C1(=CC=CC=2C3=CC=CC=C3CC12)COC(=O)N[C@@H](CC(C)C)C(=O)O